C(C)(C)(CC)S t-pentyl mercaptan